triphenyltetrazolium ammonium chloride [Cl-].[NH4+].C1(=CC=CC=C1)N1N(N([NH+]=C1)C1=CC=CC=C1)C1=CC=CC=C1.[Cl-]